tert-butyl(1-(3-(1-(tetrahydro-2H-pyran-2-yl)-1H-pyrazol-4-yl)naphthalen-1-yl)ethyl)carbamate C(C)(C)(C)OC(NC(C)C1=CC(=CC2=CC=CC=C12)C=1C=NN(C1)C1OCCCC1)=O